4'-(1,1'-biphenyl-4,4'-diylbis(oxy))bisphenol C1(=CC=C(C=C1)OC1=C(C=CC=C1)O)C1=CC=C(C=C1)OC1=C(C=CC=C1)O